4-(2-fluoro-4-nitrophenoxy)-5-((2-(trimethylsilyl)ethoxy)methyl)-5H-pyrrolo[3,2-d]pyrimidine FC1=C(OC=2C3=C(N=CN2)C=CN3COCC[Si](C)(C)C)C=CC(=C1)[N+](=O)[O-]